BrC1=C(N=C(N=N1)N)C=1OC(=CC1)C 6-bromo-5-(5-methylfuran-2-yl)-1,2,4-triazin-3-amine